C(#N)C=1C=CC=2N(C(N=C(C2N1)N1C[C@H](N(C[C@@H]1CC)C(C(=O)NCC1(CC1)O)C1=CC=C(C=C1)C(F)(F)F)CC)=O)C 2-((2R,5S)-4-(6-cyano-1-methyl-2-oxo-1,2-dihydropyrido[3,2-d]pyrimidin-4-yl)-2,5-diethylpiperazin-1-yl)-N-((1-hydroxycyclopropyl)methyl)-2-(4-(trifluoromethyl)phenyl)acetamide